N-[[3-methyl-4-[(1R)-1,2-dihydroxyethyl]-7-[4-(trifluoromethoxy)phenyl]benzimidazol-5-yl]methyl]prop-2-enamide CN1C=NC2=C1C(=C(C=C2C2=CC=C(C=C2)OC(F)(F)F)CNC(C=C)=O)[C@H](CO)O